C=C1C(C2CCC1C2)=O methylenenorbornanone